FC(C1=CC(=NC(=N1)N1[C@H](CC1)C(F)(F)F)N1C[C@H]2C([C@@H](C1)C2)CC(=O)O)(F)F 2-((1R,5s,6R)-3-(6-(trifluoromethyl)-2-((R)-2-(trifluoromethyl)azetidin-1-yl)pyrimidin-4-yl)-3-azabicyclo[3.1.1]heptane-6-yl)acetic acid